bis(1-methyl-3-(2-methylpentan-2-yl)cyclopentadienyl)zirconium dichloride [Cl-].[Cl-].CC1(C=C(C=C1)C(C)(CCC)C)[Zr+2]C1(C=C(C=C1)C(C)(CCC)C)C